FC=1C=C(C=CC1)C1=CC(=CC(=C1)F)C[C@@H]1N(CC[C@@H]1NS(=O)(=O)C)C(C(C)C)=O N-(cis-2-((3',5-difluorobiphenyl-3-yl)methyl)-1-isobutyrylpyrrolidin-3-yl)methanesulfonamide